C(C1=CC=CC=C1)(=O)N1C(N(C2=NC=NC(=C12)NC(C1=CC=CC=C1)=O)[C@@H]1O[C@@H]([C@H]([C@H]1OC)O)COC(C1=CC=CC=C1)(C1=CC=C(C=C1)OC)C1=CC=C(C=C1)OC)=O N-(7-benzoyl-9-((2R,3R,4R,5R)-5-((bis(4-methoxyphenyl)(phenyl)methoxy)methyl)-4-hydroxy-3-methoxytetrahydrofuran-2-yl)-8-oxo-8,9-dihydro-7H-purin-6-yl)benzamide